FC(OC=1C=C(CO)C=CC1)(F)F 3-(trifluoromethoxy)benzyl alcohol